7-[(3aR,7aS)-1-[5-(trifluoromethoxy)-2-pyridyl]-3,3a,4,6,7,7a-hexahydro-2H-pyrrolo[3,2-c]pyridin-5-yl]-2,4-dimethyl-5-oxo-thiazolo[5,4-b]pyridine-6-carbonitrile FC(OC=1C=CC(=NC1)N1CC[C@@H]2CN(CC[C@@H]21)C=2C1=C(N(C(C2C#N)=O)C)SC(=N1)C)(F)F